C1=COC=CC1=O Gamma-pyrone